ClC=1C(=C(C=CC1)C1=CC(=CC(=C1)N)Cl)N 3,3'-dichloro-2,5'-diaminobiphenyl